((6-(4-(4-cyclopropyl-1H-pyrazol-1-yl)piperidin-1-yl)-6-oxohexyl)amino)-2-(2,6-dioxopiperidin-3-yl)isoindoline-1,3-dione C1(CC1)C=1C=NN(C1)C1CCN(CC1)C(CCCCCNC1=C2C(N(C(C2=CC=C1)=O)C1C(NC(CC1)=O)=O)=O)=O